3-methyl-1,2,3-benzotriazole-5-carboxylic acid CN1N=NC2=C1C=C(C=C2)C(=O)O